N-[5-[4-[(4,4-difluorocyclohexyl)carbamoyl]-3-fluorophenyl]-4-fluoro-2-[(3R,5S)-3,4,5-trimethylpiperazin-1-yl]phenyl]-6-oxo-4-(trifluoromethyl)-1H-pyridine-3-carboxamide FC1(CCC(CC1)NC(=O)C1=C(C=C(C=C1)C=1C(=CC(=C(C1)NC(=O)C1=CNC(C=C1C(F)(F)F)=O)N1C[C@H](N([C@H](C1)C)C)C)F)F)F